N-(3-(3-amino-2-nitro-3-oxopropyl)-4-fluorophenyl)-2-(4-fluoro-2-methylphenoxy)-5-(trifluoromethyl)benzamide ethyl-1-methyl-5-oxaspiro[2.5]octane-1-carboxylate C(C)OC(=O)C1(CC12COCCC2)C.NC(C(CC=2C=C(C=CC2F)NC(C2=C(C=CC(=C2)C(F)(F)F)OC2=C(C=C(C=C2)F)C)=O)[N+](=O)[O-])=O